(-)-menthylethylene carbonate C1(OC(CO1)C1CC(CCC1C(C)C)C)=O